C1(=CC=CC=C1)N(C1=CC=CC=C1)C=CC1=CC=CC=C1 N,N-diphenyl-aminostyrene